(R)-3-[2-(4-ethylbenzoyl)-1,2,3,4-tetrahydroisoquinolin-5-yl]-3-(7-methoxy-1-methyl-1H-benzo[d][1,2,3]triazol-5-yl)propionic acid ethyl ester C(C)OC(C[C@H](C1=CC2=C(N(N=N2)C)C(=C1)OC)C1=C2CCN(CC2=CC=C1)C(C1=CC=C(C=C1)CC)=O)=O